3-Hydroxy-5-bromopyridine OC=1C=NC=C(C1)Br